methyl 2,6-dimethylheptanoate CC(C(=O)OC)CCCC(C)C